C(#N)C1=C(C=C(C=C1)C1=CN(C2=NC=CC(=C21)OC2=C(C=C(C=C2F)NC(=O)NCC2(COC2)C)F)COCC[Si](C)(C)C)F N-(4-{[3-(4-cyano-3-fluorophenyl)-1-{[2-(trimethylsilyl)ethoxy]methyl}-1H-pyrrolo[2,3-b]pyridin-4-yl]oxy}-3,5-difluorophenyl)-N'-[(3-methyloxetan-3-yl)methyl]urea